(R)-N-(2-methoxy-4-(4-(4-methylpiperazin-1-yl)piperidin-1-yl)phenyl)-6-(3-(3-(trifluoromethyl)phenyl)isoxazolidin-2-yl)pyrimidin-4-amine COC1=C(C=CC(=C1)N1CCC(CC1)N1CCN(CC1)C)NC1=NC=NC(=C1)N1OCC[C@@H]1C1=CC(=CC=C1)C(F)(F)F